CC(=CCC/C(=C/CC/C(=C/CC/C(=C/CC/C(=C/CC/C(=C/CC/C(=C/CC/C(=C/CC/C(=C/COP(=O)(O)OP(=O)(O)O)/C)/C)/C)/C)/C)/C)/C)/C)C nonaprenyl diphosphate